C(C)(C)(C)N1N=CC(=C1)C1=NC(=C2C(=CC=NC2=C1)C)OCC1CNCC(O1)(C)C 7-(1-Tert-butyl-1H-pyrazol-4-yl)-5-[(6,6-dimethylmorpholin-2-yl)methoxy]-4-methyl-1,6-naphthyridine